O=C1NC(CCC1NC(=O)C=1C=C(C(=O)O)C=CC1)=O 3-((2,6-dioxopiperidin-3-yl)carbamoyl)benzoic acid